7-((methyl-d3)Amino)pyrazolo[1,5-a]Pyrimidine-3-carboxamide C([2H])([2H])([2H])NC1=CC=NC=2N1N=CC2C(=O)N